FC=1C=C(C=CC1F)CCCNC=1C2=C(N=C(N1)C(F)(F)F)SC(=C2)C N-(3-(3,4-difluorophenyl)propyl)-6-methyl-2-(trifluoromethyl)thieno[2,3-d]pyrimidin-4-amine